METHYLPYRAZINE CC1=NC=CN=C1